(S)-N1-((S)-1-amino-1-oxo-3-phenylpropan-2-yl)-2-((S)-3-(3-guanidinophenyl)-2-palmitamidopropanamido)pentanediamide NC([C@H](CC1=CC=CC=C1)NC([C@H](CCC(=O)N)NC([C@H](CC1=CC(=CC=C1)NC(=N)N)NC(CCCCCCCCCCCCCCC)=O)=O)=O)=O